N1=NN=CC=2C=CC(OC12)=O oxaazaquinazolin-7(8H)-one